3,5-dimethylpyridine nitrogen [N].CC=1C=NC=C(C1)C